CC(CN1N=NC2=C1C=CC(=C2)C2=NC(=NO2)C=2C=NC=CC2C)(C)O 2-methyl-1-{5-[3-(4-methylpyridin-3-yl)-1,2,4-oxadiazol-5-yl]-1H-1,2,3-benzotriazol-1-yl}propan-2-ol